C1OCC2C1CN(C2)CCNC(OC(C)(C)C)=O tert-butyl (2-(tetrahydro-1H-furo[3,4-c]pyrrol-5(3H)-yl)ethyl)carbamate